C(CN)N.C(CCC)OP(=O)(OCCCC)OCCCC tributylphosphate-ethylenediamine